vinyl isobutyl phosphate P(=O)(OC=C)(OCC(C)C)[O-]